C(C)(C)(C)OC(=O)N1C[C@@H](N(CC1)CCCCC1=CC2=C(N(C(N2C)=O)C2C(NC(CC2)=O)=O)C=C1)C(=O)O (2R)-4-tert-butoxycarbonyl-1-[4-[1-(2,6-dioxo-3-piperidyl)-3-methyl-2-oxo-benzimidazol-5-yl]butyl]piperazine-2-carboxylic acid